1-(2-(3-methoxyphenyl)-2-oxoethyl)-3-(thiophen-2-ylmethyl)imidazolidine-2,4,5-trione COC=1C=C(C=CC1)C(CN1C(N(C(C1=O)=O)CC=1SC=CC1)=O)=O